(S)-N-(4-amino-3,4-dioxo-1-phenylbutan-2-yl)-2,5-dichlorobenzamide NC(C([C@H](CC1=CC=CC=C1)NC(C1=C(C=CC(=C1)Cl)Cl)=O)=O)=O